4-(4-(4-Acrylpiperazin-1-yl)phenyl)-6-(4-(morpholinomethyl)phenyl)pyrazolo[1,5-a]pyridine-3-carbonitrile C(=O)(C=C)N1CCN(CC1)C1=CC=C(C=C1)C=1C=2N(C=C(C1)C1=CC=C(C=C1)CN1CCOCC1)N=CC2C#N